NC1=C(C2=NC3=C(C=CC(=C3OC2=C(C1=O)C)C)C(=O)NC1C(OC(C(N(C(CN(C(C2CCCC2C(C(NC1=O)C(C)C)=O)=O)C)=O)C)C(C)C)=O)C)C(=O)NC1C(OC(C(N(C(CN(C(C2CCCC2C(C(NC1=O)C(C)C)=O)=O)C)=O)C)C(C)C)=O)C 2-Amino-4,6-dimethyl-3-oxo-1-N,9-N-bis[3,6,10-trimethyl-2,5,8,12,15-pentaoxo-7,14-di(propan-2-yl)-9-oxa-3,6,13-triazabicyclo[14.3.0]nonadecan-11-yl]phenoxazine-1,9-dicarboxamide